6-(5-chloro-2-fluorophenyl)-3-{methyl-[(2-oxooxooxolan-3-yl)methyl]amino}pyridazine-4-carboxylic acid tert-butyl ester C(C)(C)(C)OC(=O)C1=C(N=NC(=C1)C1=C(C=CC(=C1)Cl)F)N(CC1C(OCC1=O)=O)C